(3R)-3-amino-5-[(4-chlorophenyl)methyl]-7-[5-(5,5-difluoro-1-methyl-3-piperidyl)-1,3,4-oxadiazol-2-yl]-8-fluoro-1,1-dioxo-2,3-dihydro-1lambda6,5-benzothiazepin-4-one N[C@H]1CS(C2=C(N(C1=O)CC1=CC=C(C=C1)Cl)C=C(C(=C2)F)C=2OC(=NN2)C2CN(CC(C2)(F)F)C)(=O)=O